ClC1=NC=C(C2=C1CC(C2)CNCCC2CN(C(O2)=O)C2=NC1=C(OCC(N1)=O)N=C2)OC 6-[5-[2-[(1-chloro-4-methoxy-6,7-dihydro-5H-cyclopenta[c]pyridin-6-yl)methylamino]ethyl]-2-oxo-1,3-oxazolidin-3-yl]-4H-pyrazino[2,3-b][1,4]oxazin-3-one